4-(t-butyl)benzyl mercaptan C(C)(C)(C)C1=CC=C(CS)C=C1